ClC1=CC=C(C(=O)C=2/C(/C(N3C2NCC3)(O)C3=CC(=C(C=C3)F)F)=C/3\C(OC2=CC=CC=C2C3=O)=O)C=C1 (E)-3-(7-(4-chlorobenzoyl)-5-(3,4-difluorophenyl)-5-hydroxy-2,3-dihydro-1H-pyrrolo[1,2-a]imidazole-6(5H)-ylidene)chroman-2,4-dione